C(C)(C)(C)N1N=NC(=C1)C(=O)NC1CN(CCC2=C1C=CC(=C2)C2=NC(=NC=C2)NC=2C=NN(C2)C)C 1-(tert-butyl)-N-(3-methyl-7-(2-((1-methyl-1H-pyrazol-4-yl)amino)pyrimidin-4-yl)-2,3,4,5-tetrahydro-1H-benzo[d]azepin-1-yl)-1H-1,2,3-triazole-4-carboxamide